CN1N=CC2=CC(=C(C=C12)C1=CC(=NC=C1)C)[N+](=O)[O-] 1-Methyl-6-(2-methylpyridin-4-yl)-5-nitro-1H-indazole